NCC=1C=CC(N(C1)C)=O 5-(aminomethyl)-1-methylpyridin-2(1H)-one